bis[(trimethylsilyl)methyl]arsenic C[Si](C)(C)C[As]C[Si](C)(C)C